4-benzyloxy-5-fluoro-1-(4-fluoro-3-methyl-phenyl)-2-tetrahydropyran-4-yl-indole C(C1=CC=CC=C1)OC1=C2C=C(N(C2=CC=C1F)C1=CC(=C(C=C1)F)C)C1CCOCC1